FC1=C(C=CC(=C1F)[N+](=O)[O-])[C@@H]([C@H](C(=O)N1CCN(CC1)C)NC(CC)=O)C N-[(2R,3S)-3-(2,3-difluoro-4-nitrophenyl)-1-(4-methylpiperazin-1-yl)-1-oxobutan-2-yl]propanamide